Trehalose dihydrate C([C@@H]1[C@H]([C@@H]([C@H]([C@H](O1)O[C@@H]2[C@@H]([C@H]([C@@H]([C@H](O2)CO)O)O)O)O)O)O)O.O.O